O.[K] potassium water